Methyl (E)-2-hydroxy-5-(5-(3-(4-isopropylphenyl)-3-oxoprop-1-en-1-yl)furan-2-yl)benzoate OC1=C(C(=O)OC)C=C(C=C1)C=1OC(=CC1)\C=C\C(=O)C1=CC=C(C=C1)C(C)C